3-(5-fluoropyridin-2-yl)-1H-indole FC=1C=CC(=NC1)C1=CNC2=CC=CC=C12